N-(2,2-dimethoxyethyl)-5-methoxy-2-methylbenzamide COC(CNC(C1=C(C=CC(=C1)OC)C)=O)OC